BrC1=NC=CC(=C1O)CNC(OC(C)(C)C)=O tert-Butyl N-[(2-bromo-3-hydroxypyridin-4-yl)methyl]carbamate